FC=1N=C(OC1)C(=O)N fluoro-oxazolamide